C1(CCC1)OC1=CC(=NC2=CC=C(C=C12)N1CC(C1)\C=C\C=1C(=NOC1C1CC1)C=1C(=NC=CC1)C(F)(F)F)C(=O)O (E)-4-cyclobutoxy-6-(3-(2-(5-cyclopropyl-3-(2-(trifluoromethyl)pyridin-3-yl)isoxazol-4-yl)vinyl)azetidin-1-yl)quinoline-2-carboxylic acid